ClC1=CC=C(C=C1)C1=CC(=NN1CC1=C(C=CC=C1)F)COC(C(=O)O)(C)C 2-([5-(4-Chlorophenyl)-1-[(2-fluorophenyl)methyl]1H-pyrazol-3-yl]methoxy)-2-methylpropanoic acid